(trans)-methyl 4-((4-(2-((2,6-dimethylpyrimidin-4-yl)amino)pyrazolo[1,5-a]pyridin-5-yl)-6-methylpyridin-3-yl)oxy)cyclohexanecarboxylate CC1=NC(=CC(=N1)NC1=NN2C(C=C(C=C2)C2=C(C=NC(=C2)C)O[C@@H]2CC[C@H](CC2)C(=O)OC)=C1)C